Ethyl 8-(7-difluoromethyl-6-piperidin-4-yl-3,4-dihydro-2H-quinoline-1-yl)-[1,7]naphthyridine-6-carboxylate FC(C1=C(C=C2CCCN(C2=C1)C=1N=C(C=C2C=CC=NC12)C(=O)OCC)C1CCNCC1)F